1,6-diisocyanatotoluene N(=C=O)C1(C)CC=CC=C1N=C=O